N-(2,4,4,5-tetramethyl-4,5-dihydro-2H-[1,2,3]triazolo[4,5-c][1,7]naphthyridin-6-yl)cyclopropanecarboxamide CN1N=C2C(C(N(C=3C(=NC=CC23)NC(=O)C2CC2)C)(C)C)=N1